4-(1,4-dimethyl-2-(4-(methylsulfonyl)phenyl)-1H-pyrrolo[3,2-c]pyridin-6-yl)benzaldehyde CN1C(=CC=2C(=NC(=CC21)C2=CC=C(C=O)C=C2)C)C2=CC=C(C=C2)S(=O)(=O)C